C(C)(C)(C)C1=C(C(=CC(=C1)C)C(C)(C)C)O 2,6-bis(tert-butyl)-4-methylphenol